CN1C(N(C2C1CCCC2)C2CN(CCC2)C=2N=C(C(=NC2)C(=O)N)NC2=CC=C(C=C2)C2(CCNCC2)C)=O 5-(3-(3-Methyl-2-oxooctahydro-1H-benzo[d]imidazol-1-yl)piperidin-1-yl)-3-((4-(4-Methylpiperidin-4-yl)phenyl)amino)pyrazine-2-carboxamide